C(C=1C(C(=O)O)=CC(C(=O)O)=CC1)(=O)O.C(C=1C(C(=O)O)=CC(C(=O)O)=CC1)(=O)O.C(CCCO)O 1,4-butanediol bistrimellitate